[Si](C)(C)(C(C)(C)C)OCCN1C=NC=C1 1-(2-((tert-butyldimethylsilyl)oxy)ethyl)-1H-imidazole